O[C@H]1C[C@H](C1)N1C(C2(CCNCC2)C2=CC=CC=C12)=O 1-[(cis)-3-hydroxycyclobutyl]-1,2-dihydrospiro[indole-3,4'-piperidin]-2-one